4-bromo-5-(3-methyloxetan-3-yl)oxy-benzene-1,2-diamine BrC=1C=C(C(=CC1OC1(COC1)C)N)N